4-(3-(2-methoxyethyl)-2-(1-methyl-1H-pyrazol-4-yl)-5-(3-(m-tolyl)-5,6-dihydropyridazin-1(4H)-yl)-3H-imidazo[4,5-b]pyridin-7-yl)morpholine COCCN1C(=NC=2C1=NC(=CC2N2CCOCC2)N2N=C(CCC2)C=2C=C(C=CC2)C)C=2C=NN(C2)C